6-[4-amino-4-(2-hydroxyethyl)piperidin-1-yl]-3-(2,3-dichlorophenyl)-2-methyl-3,4-dihydropyrimidin-4-one NC1(CCN(CC1)C1=CC(N(C(=N1)C)C1=C(C(=CC=C1)Cl)Cl)=O)CCO